C(C)(=O)OC(\C=C\C(C(C1=CC=C(C=C1)C)OC(C)=O)C)OC(C)=O (E)-4-methyl-5-(p-tolyl)pent-2-ene-1,1,5-triyl triacetate